4-(6,7-Dimethoxy-1-(4-methoxyphenyl)-1,2,3,4-tetrahydroisoquinoline-2-carbonyl)-N-hydroxybenzoamide COC=1C=C2CCN(C(C2=CC1OC)C1=CC=C(C=C1)OC)C(=O)C1=CC=C(C(=O)NO)C=C1